(2R,5S)-tert-butyl 4-(10-bromo-9-chloro-3-(((1-methylpiperidin-4-yl)oxy)methyl)-5-oxo-3,5-dihydro-2H-[1,4]oxazino[2,3,4-ij]quinazolin-7-yl)-2,5-dimethylpiperazine-1-carboxylate BrC1=C(C=C2C(=NC(N3C2=C1OCC3COC3CCN(CC3)C)=O)N3C[C@H](N(C[C@@H]3C)C(=O)OC(C)(C)C)C)Cl